C(C)OC(CCC1(C(N(C(=C1CC(=O)OCC)C1=CC=C(C=C1)F)CC1=CC=C(C=C1)F)=O)C)=O 3-(4-(2-ethoxy-2-oxoethyl)-1-(4-fluorobenzyl)-5-(4-fluorophenyl)-3-methyl-2-oxo-2,3-dihydro-1H-pyrrol-3-yl)propionic acid ethyl ester